((1S,6R,7R)-3-(3-(4-chloro-2-(difluoromethyl)-2H-indazol-5-yl)-1H-pyrazolo[3,4-b]pyrazin-6-yl)-7-(2-fluorophenyl)-3-azabicyclo[4.1.0]heptan-7-yl)methanamine ClC=1C2=CN(N=C2C=CC1C1=NNC2=NC(=CN=C21)N2C[C@@H]1[C@]([C@@H]1CC2)(C2=C(C=CC=C2)F)CN)C(F)F